E-9-(Hydroxymethyl)octadec-10-enoic acid (2'-ethylhexyl) ester C(C)C(COC(CCCCCCCC(\C=C\CCCCCCC)CO)=O)CCCC